C(C)(C)(C)C=1SC(=C(N1)C1=C(C(=CC(=C1)Cl)NS(=O)(=O)CCC)F)C1=NC(=NC=C1)NCC(CC(=O)O)C 4-((4-(2-(tert-butyl)-4-(5-chloro-2-fluoro-3-(propylsulfonamido)phenyl)thiazol-5-yl)pyrimidin-2-yl)amino)-3-methylbutanoic acid